N[C@H](C(=O)NC1=CC=CC=C1)CC1=CC=C(C=C1)NC(=O)OCCOCCOC (S)-4-(2-Amino-3-(4-(((2-(2-methoxyethoxy)ethoxy)carbonyl)amino)phenyl)propionamido)benzene